FC(C(=O)N)(C1=CC=C(C=C1)F)F difluoro-2-(4-fluorophenyl)acetamide